COC(=O)C=1C(=CN(C(C1)=O)C1CC1)C(=O)OC(C)(C)C 1-cyclopropyl-6-oxo-1,6-dihydropyridine-3,4-dicarboxylic acid 3-(tert-butyl) ester 4-methyl ester